CC1CC(C(N1C(=O)OCC1=CC=CC=C1)C(=O)OC)=O 1-benzyl 2-methyl 5-methyl-3-oxopyrrolidine-1,2-dicarboxylate